C1(CC1)CN1C(=CC2=CC=CC(=C12)C1CCN(CC1)C(=O)C1CC(C1)(C(F)(F)F)O)C1=NN2C(C(=CC(=C2)C=O)OC)=C1C (2-(1-(cyclopropylmethyl)-7-(1-(3-hydroxy-3-(trifluoromethyl)cyclobutan-1-carbonyl)piperidin-4-yl)-1H-indol-2-yl)-4-methoxy-3-methylpyrazolo[1,5-a]pyridin-6-yl)methanone